C(=O)(O)CCN1C(C=CC1=O)=O N-(2-carboxyethyl)maleimide